C1(=CC=CC=C1)C=1C=C2C=CC(=C(C2=CC1)C1=C(C=CC2=CC(=CC=C12)C1=CC=CC=C1)OCC1=CC=C(C(=O)OC)C=C1)OCC1=CC=C(C(=O)OC)C=C1 dimethyl 4,4'-[(6,6'-diphenyl[1,1'-binaphthalene]-2,2'-diyl)bis(oxymethylene)]dibenzoate